1,5-bis((allyloxy)methyl)-2,4-dimethylpentan-3-one C(C=C)OCCC(C(C(CCOCC=C)C)=O)C